3'-(1-(5-(aminomethyl)-2-methylbenzamido)ethyl)-5-chloro-5'-(1-methyl-1H-pyrazol-4-yl)-[1,1'-biphenyl]-3-carboxylic acid NCC=1C=CC(=C(C(=O)NC(C)C=2C=C(C=C(C2)C=2C=NN(C2)C)C2=CC(=CC(=C2)Cl)C(=O)O)C1)C